(1-(4-(2-ethoxy-5-fluoropyridin-4-yl)phenyl)-2-oxopiperidin-3-yl)-3-(4-(trifluoromethyl)phenyl)urea C(C)OC1=NC=C(C(=C1)C1=CC=C(C=C1)N1C(C(CCC1)NC(=O)NC1=CC=C(C=C1)C(F)(F)F)=O)F